FC=1C(=NC(=NC1)NC1CC(N(CC1)CC(=O)OC(C)(C)C)=O)C1=CC(=CC=C1)N1C(C=CC=C1)=O tert-butyl 2-(4-((5-fluoro-4-(3-(2-oxopyridin-1(2H)-yl)phenyl)pyrimidin-2-yl)amino)-2-oxopiperidin-1-yl)acetate